2-(3-fluoro-4-hydroxy-phenyl)-5-phenyl-6,7-dihydro-5H-pyrrolo[2,1-c][1,2,4]triazol-3-one FC=1C=C(C=CC1O)N1N=C2N(C1=O)C(CC2)C2=CC=CC=C2